CCCCCCCC(=O)OCCCO propanediol caprylate